FC=1C(=NC(N2C1N1[C@@]3(CO[C@H](C1)C3)C2)=O)OCC2=C(OC3=C(C#N)C=C(C=C3)C(F)(F)F)C=CC=C2 (((((3S,11aR)-6-fluoro-9-oxo-3,4-dihydro-1H,9H,11H-3,11a-methanopyrimido[6',1':2,3]imidazo[5,1-c][1,4]oxazin-7-yl)oxy)methyl)phenoxy)-5-(trifluoromethyl)benzonitrile